C(C)(=O)OC[C@H](NC([C@@H](NC(=O)C=1N=C(SC1)N1CCOCC1)CO[Si](C)(C)C(C)(C)C)=O)C(=O)OC methyl O-acetyl-N-(O-(tert-butyldimethylsilyl)-N-(2-morpholinothiazole-4-carbonyl)-L-seryl)-L-serinate